tert-butyl-(S)-4-(4-((2-((2-methylpyrrolidin-1-yl)methyl)-1H-benzo[d]imidazol-5-yl)carbamoyl)phenyl)piperidine C(C)(C)(C)N1CCC(CC1)C1=CC=C(C=C1)C(NC1=CC2=C(NC(=N2)CN2[C@H](CCC2)C)C=C1)=O